C(C)OC(=O)N1C2CCCC1CC2 8-azabicyclo[3.2.1]Octane-8-carboxylic acid Ethyl ester